CC=1C=C(C=C(C1)C)C1=CC(=CC=C1)C1=NC(=NC(=N1)C1=CC=CC=C1)C=1C=C(C=CC1)C=1C=C(C=CC1)C=1C(=C(C(=C(C1)C1=CC=CC=C1)C1=CC=CC=C1)C1=CC=CC=C1)C1=CC=CC=C1 2-(3',5'-dimethyl-[1,1'-biphenyl]-3-yl)-4-phenyl-6-(4',5',6'-triphenyl-[1,1':2',1'':3'',1'''-quaterphenyl]-3'''-yl)-1,3,5-triazine